5-(4-(hexyloxy)-3,5-dimethylphenyl)-5H-dibenzo[b,d]thiophen-5-ium C(CCCCC)OC1=C(C=C(C=C1C)[S+]1C2=C(C3=C1C=CC=C3)C=CC=C2)C